8-bromo-1,5-naphthyridine-2-carbonitrile BrC=1C=CN=C2C=CC(=NC12)C#N